ClC1=C(C=C(C(=C1)Cl)OC)NC1=C(C=NC2=CC(=C(C=C12)OC)OCC=1C=C2CN(C(C2=CC1F)=O)C1C(NC(CC1)=O)=O)C#N 4-((2,4-dichloro-5-methoxyphenyl)amino)-7-((2-(2,6-dioxopiperidin-3-yl)-6-fluoro-1-oxoisoindolin-5-yl)methoxy)-6-methoxyquinoline-3-carbonitrile